BrCC(C(=O)OCC/N=C/C1=CC(=CC(=C1)C(F)(F)F)C(F)(F)F)C (E)-2-((3,5-bis(trifluoromethyl) benzylidene) amino)-ethyl 3-bromo-2-methylpropionate